5-[4-(2-propenylbenzoylamino)phenyl]-1H-naphtho[1,2-b][1,4]diazepine C(=CC)C1=C(C(=O)NC2=CC=C(C=C2)N2C3=C(NCC=C2)C2=CC=CC=C2C=C3)C=CC=C1